N-(2-(2-(2-(2-azidoethoxy)ethoxy)ethoxy)ethyl)-1-(2-chlorophenyl)pyrrolidine-2-carboxamide N(=[N+]=[N-])CCOCCOCCOCCNC(=O)C1N(CCC1)C1=C(C=CC=C1)Cl